2-methylpentanal CC(C=O)CCC